(R)-N-(1-(4-fluorophenyl)ethyl)-3,3-diphenyl-N-(2-(pyrrolidin-1-yl)ethyl)prop-2-en-1-amine FC1=CC=C(C=C1)[C@@H](C)N(CC=C(C1=CC=CC=C1)C1=CC=CC=C1)CCN1CCCC1